tert-Butyl (1R,5S,6R)-6-((2-(8-((cyclopropylmethyl)sulfanyl)imidazo[1,5-a]pyridin-3-yl)propan-2-yl)carbamoyl)-3-azabicyclo[3.1.0]hexane-3-carboxylate C1(CC1)CSC=1C=2N(C=CC1)C(=NC2)C(C)(C)NC(=O)C2[C@H]1CN(C[C@@H]21)C(=O)OC(C)(C)C